S(=O)(=O)(O)C1=CC=C(C)C=C1.S(=O)(=O)(O)C1=CC=C(C)C=C1.COCC1(CCN(CC1)CC1(CCC1)C(=O)O)CN[C@H]1[C@@H](C1)C1=CC=CC=C1 1-{[4-(methoxymethyl)-4-({[(1R,2S)-2-phenylcyclopropyl]amino}methyl)piperidin-1-yl]methyl}cyclobutanecarboxylic acid di-tosylate salt